C(C)(C)C1=NOC=2CCC=3C=NC(=NC3C21)NC2CCN(CC2)S(=O)(=O)C 9-isopropyl-N-(1-(methylsulfonyl)piperidin-4-yl)-5,6-dihydro-isoxazolo[5,4-h]quinazolin-2-amine